C(#C)C1=CC2=C(N(C(N2C)=O)C2C(NC(CC2)=O)=O)C=C1 3-(5-ethynyl-3-methyl-2-oxo-2,3-dihydro-1H-benzo[d]imidazol-1-yl)piperidine-2,6-dione